methyl 2-(5-(6-(5-(((4-cyclobutylpyrimidin-2-yl)oxy)methyl)-1-methyl-1H-1,2,3-triazol-4-yl)-2-methylpyridin-3-yl)tetrahydro-2H-pyran-3-yl)acetate C1(CCC1)C1=NC(=NC=C1)OCC1=C(N=NN1C)C1=CC=C(C(=N1)C)C1CC(COC1)CC(=O)OC